FC(C1=NC(=CN=C1)C(=C)C(F)(F)F)(F)F 2-[tris(fluoranyl)methyl]-6-[1-[tris(fluoranyl)methyl]vinyl]pyrazine